monomethyltin tris(2-ethylhexyl mercaptoacetate) C(C)C(CSCC(=O)[O-])CCCC.C(C)C(CSCC(=O)[O-])CCCC.C(C)C(CSCC(=O)[O-])CCCC.C[Sn+3]